CC=1OC(=CN1)C(=O)O 2-methyl-1,3-oxazol-5-carboxylic acid